N-(3-(4-aminocarbonylphenyl)pyridin-4-yl)-7-(methylsulfonylamino)quinazoline-2-carboxamide NC(=O)C1=CC=C(C=C1)C=1C=NC=CC1NC(=O)C1=NC2=CC(=CC=C2C=N1)NS(=O)(=O)C